CC(C[Si](OCC)(OCC)OCC)CCl 2-methyl-3-chloropropyl-triethoxysilane